[N+](=O)([O-])C1=C(C=CC=C1)N1C[C@H](CC1)OC1=NC=C(C=C1)C(F)(F)F (S)-2-(1-(2-nitrophenyl)pyrrolidin-3-yloxy)-5-(trifluoromethyl)pyridine